(1R,3S)-3-(1-(tert-butyl)-3-((6-methoxypyrazin-2-yl)amino)-1H-pyrazol-5-yl)cyclopentyl (1-methylcyclopropyl)carbamate CC1(CC1)NC(O[C@H]1C[C@H](CC1)C1=CC(=NN1C(C)(C)C)NC1=NC(=CN=C1)OC)=O